ClC1=CC=C(C(=O)N([C@H](CN2CCCC2)C(C)C)C)C=C1 (S)-4-Chloro-N-methyl-N-(3-methyl-1-(pyrrolidin-1-yl)butan-2-yl)benzamide